isopentyltris(dimethylamino)tin C(CC(C)C)[Sn](N(C)C)(N(C)C)N(C)C